(S)-METHYL 2-(N,N-BIS(4-METHOXYBENZYL)SULFAMOYL)PENT-4-ENOATE COC1=CC=C(CN(S(=O)(=O)[C@H](C(=O)OC)CC=C)CC2=CC=C(C=C2)OC)C=C1